1-pentyl-4-butylpyridinium methanesulfonate CS(=O)(=O)[O-].C(CCCC)[N+]1=CC=C(C=C1)CCCC